C(C)(C)(C)OC(=O)N1CCC(CC1)C1=CC(=C(C(=C1)Cl)C(=O)N1COC2=C(C1)C=CC=C2C2=C(C=C(C(=C2)N2CCOCC2)C(=O)OC)F)Cl 4-[3,5-Dichloro-4-[8-(2-fluoro-4-methoxycarbonyl-5-morpholin-4-ylphenyl)-2,4-dihydro-1,3-benzoxazine-3-carbonyl]phenyl]piperidine-1-carboxylic acid tert-butyl ester